6-fluoro-N-(4-fluorophenyl)-N-methyl-1-benzofuran-2-carboxamide FC1=CC2=C(C=C(O2)C(=O)N(C)C2=CC=C(C=C2)F)C=C1